FC1CC(N(C1)C(CC1COC1)=O)C(=O)NC(C1=CC=C(C=C1)C(C)C)C1=CC=CC=C1 4-fluoro-1-[2-(oxetan-3-yl)acetyl]-N-{phenyl[4-(propan-2-yl)phenyl]methyl}pyrrolidine-2-carboxamide